S1N=C(C2=C1C=CC=C2)N2CCN(CC2)CCN2C(C1=CN=C(C=C1CC2)OC)=O 2-{2-[4-(1,2-Benzoisothiazol-3-yl)piperazin-1-yl]ethyl}-6-methoxy-3,4-dihydro-2,7-naphthyridin-1(2H)-one